ClC1=CC=C(C=C1)NC(=O)NC1=CC=C(C=C1)NC1=CC=NC2=CC(=C(C=C12)OC)OC 1-(4-chlorophenyl)-3-(4-((6,7-dimethoxyquinolin-4-yl)amino)phenyl)urea